C1(CC1)C=1NC(=NN1)C1CC2(CN(C2)C(=O)N2CC3(C2)C[C@H](CC3)OC3=NC=C(N=C3)C(F)(F)F)C1 [6-(5-cyclopropyl-4H-1,2,4-triazol-3-yl)-2-azaspiro[3.3]heptan-2-yl]-[(6S)-6-[5-(trifluoromethyl)pyrazin-2-yl]oxy-2-azaspiro[3.4]octan-2-yl]methanone